[Br-].CO[Si](CCCOC1=C(C=C(C=C1)O)[P+](C)(C)C)(C)C (2-[3-(methoxydimethylsilyl)propoxy]-5-hydroxyphenyl)trimethylphosphonium bromide